CC1=C(C2=C(C(=N1)NC)CN(C2)C(=O)C=2C=NN(C2)C)C [6,7-Dimethyl-4-(methylamino)-1,3-dihydro-2H-pyrrolo[3,4-c]pyridin-2-yl](1-methyl-1H-pyrazol-4-yl)methanon